2-(((2R,4S)-4-(Benzyloxy)pyrrolidin-2-yl)methoxy)-6-(cyclopentyloxy)benzoic acid hydrochloride Cl.C(C1=CC=CC=C1)O[C@H]1C[C@@H](NC1)COC1=C(C(=O)O)C(=CC=C1)OC1CCCC1